3-[7-(aminocarbonyl)-5-fluoro-2H-indazole-2-yl]pyrrolidinium NC(=O)C1=CC(=CC2=CN(N=C12)C1C[NH2+]CC1)F